pentaerythritol β-(3,5-di-tert-butyl-4-hydroxyphenyl)propionate C(C)(C)(C)C=1C=C(C=C(C1O)C(C)(C)C)C(C(=O)O)C.C([C@H](O)[C@H](O)CO)O.C([C@H](O)[C@H](O)CO)O.C([C@H](O)[C@H](O)CO)O.C([C@H](O)[C@H](O)CO)O.C([C@H](O)[C@H](O)CO)O